6-((R)-6-chloro-8-fluoro-4-((S)-2-methylpiperazin-1-yl)-2-(((S)-1-methylpyrrolidin-2-yl)methoxy)quinazolin-7-yl)-4-methyl-5-(trifluoromethyl)pyridin-2-amine ClC=1C=C2C(=NC(=NC2=C(C1C1=C(C(=CC(=N1)N)C)C(F)(F)F)F)OC[C@H]1N(CCC1)C)N1[C@H](CNCC1)C